(3S,4S)-8-(8-Bromo-7-(trifluoromethyl)imidazo[1,2-c]pyrimidin-5-yl)-3-methyl-2-oxa-8-azaspiro[4.5]decan-4-amine BrC=1C=2N(C(=NC1C(F)(F)F)N1CCC3([C@@H]([C@@H](OC3)C)N)CC1)C=CN2